(5S,7S)-2-(2,2-difluorocyclopropyl)sulfonyl-5-(2,3-difluorophenyl)-7-fluoro-6,7-dihydro-5H-pyrrolo[1,2-b][1,2,4]triazole FC1(C(C1)S(=O)(=O)C=1N=C2N(N1)[C@@H](C[C@@H]2F)C2=C(C(=CC=C2)F)F)F